FC=1C=C(C=CC1C=1N=C2SC3=C(N2C1)C=CC(=C3)C(NC3CCN(CC3)C)=O)[C@H]3N(CCC3)C(=O)OC(C)(C)C tert-butyl (S)-2-(3-fluoro-4-(7-((1-methylpiperidin-4-yl)carbamoyl)benzo[d]imidazo[2,1-b]thiazol-2-yl)phenyl)pyrrolidine-1-carboxylate